O=CCCCCCCNC(O)=O.C1(CCCCC1)[C@@H](C(=O)N1[C@@H](CCC1)C=1SC=C(N1)C(C1=CC=C(C=C1)F)=O)NC([C@H](C)NC)=O (S)-N-((S)-1-cyclohexyl-2-((S)-2-(4-(4-fluorobenzoyl)thiazol-2-yl)pyrrolidin-1-yl)-2-oxoethyl)-2-(methylamino)propanamide 7-oxoheptyl-carbamate